(2S,4R)-1-[(2S)-2-(4-cyclopropyltriazol-1-yl)-3,3-dimethyl-butanoyl]-4-hydroxy-N-[1-methyl-2-(1-oxophthalazin-2-yl)ethyl]pyrrolidine-2-carboxamide C1(CC1)C=1N=NN(C1)[C@H](C(=O)N1[C@@H](C[C@H](C1)O)C(=O)NC(CN1C(C2=CC=CC=C2C=N1)=O)C)C(C)(C)C